2-(4-methoxybenzyl)-3,5-dimethylphenyl β-D-glucopyranoside O([C@H]1[C@H](O)[C@@H](O)[C@H](O)[C@H](O1)CO)C1=C(C(=CC(=C1)C)C)CC1=CC=C(C=C1)OC